Cl.N[C@H](C(=O)OC)CC1=CC=C(C=2N1C=CN2)C2=NC=CC=C2C(F)(F)F methyl (S)-2-amino-3-(8-(3-(trifluoromethyl)pyridin-2-yl)imidazo[1,2-a]pyridin-5-yl)propanoate hydrochloride